C(C)C1=CC=CC2=C(C3=CC=CC=C3C(=C12)OC(=O)CCC)OC(=O)CCC 1-ethyl-9,10-bis(n-propylcarbonyloxy)anthracene